9,4b-(epiminoethano)phenanthren-6(7H)-one C1=CC=CC=2C34CC(CC=C3C(=CC12)NCC4)=O